CNC(C(C(C)C)C)=O N,2,3-trimethylbutyramide